NC1=C(C=O)C=C(C=C1)[N+](=O)[O-] 2-AMINO-5-NITROBENZALDEHYDE